2,5-Diamino-1,4-dihydroxybenzol NC1=C(C=C(C(=C1)O)N)O